BrC=1C(=C(C=CC1)O)CCCO 3-bromo-2-(3-hydroxypropyl)phenol